ClC=1C(=NC=CC1)C(=O)N[C@@H]1[C@H](CN(CC1)C1=NC=C(N=C1)C=1C=2N(C=C(C1)OCC)N=CC2C#N)O 3-chloro-N-((3S,4S)-1-(5-(3-cyano-6-ethoxypyrazolo[1,5-a]pyridin-4-yl)pyrazin-2-yl)-3-hydroxypiperidin-4-yl)picolinamide